6-(7-(difluoromethoxy)imidazo[1,2-a]pyridin-3-yl)-N-((3S,4S)-4-fluoropiperidin-3-yl)pyrazin-2-amine FC(OC1=CC=2N(C=C1)C(=CN2)C2=CN=CC(=N2)N[C@H]2CNCC[C@@H]2F)F